BrC1=CC(=C(O[C@@H](CC)C=2N=NNN2)C=C1)F 5-[(1S)-1-(4-bromo-2-fluorophenoxy)propyl]-2H-1,2,3,4-tetrazole